C(=O)(O)CN1CCN(CCCN(CCN(CCC1)CC(=O)O)CC(=O)O)CC1=[N+](C=CC2=CC=CC=C12)[O-] 1-((4,8,11-tris(carboxymethyl)-1,4,8,11-tetraazacyclotetradecan-1-yl)methyl)isoquinoline 2-oxide